CN(C1=CC=C(C=N1)C=O)C 6-(dimethylamino)pyridine-3-carbaldehyde